NC1=C(C=C(C=N1)C#CC=1C=C(C=CC1C)NC(=O)NC1=CC(=NN1C=1C=C2C=CC=NC2=CC1)C(C)(C)C)Cl 1-(3-((6-amino-5-chloropyridin-3-yl)ethynyl)-4-methylphenyl)-3-(3-(tert-butyl)-1-(quinoline-6-yl)-1H-pyrazol-5-yl)urea